(3R,4R)-4-(((6-(2-chloro-2'-methyl-3'-((2-methylpyrido[3,2-d]pyrimidin-4-yl)amino)-[1,1'-biphenyl]-3-yl)-2-methoxypyridin-3-yl)methyl)(methyl)amino)tetrahydro-2H-pyran-3-ol ClC1=C(C=CC=C1C1=CC=C(C(=N1)OC)CN([C@H]1[C@H](COCC1)O)C)C1=C(C(=CC=C1)NC=1C2=C(N=C(N1)C)C=CC=N2)C